3,7-bis(4-methoxyphenyl)-10-ethyl-10H-phenoxazine COC1=CC=C(C=C1)C=1C=CC=2N(C3=CC=C(C=C3OC2C1)C1=CC=C(C=C1)OC)CC